C(CCCCCCC)(=O)OCCN(C(C1=CC=CC=C1)=O)C(C(=O)OCC=C)(C1=CC=CC=C1)C1=CC=CC=C1 2-(N-(2-(allyloxy)-2-oxo-1,1-diphenylethyl)benzamido)ethyl octanoate